tert-butyl (S)-3-(ethoxymethyl)-3-formylpyrrolidine-1-carboxylate C(C)OC[C@]1(CN(CC1)C(=O)OC(C)(C)C)C=O